O[C@H]1[C@H](O[C@@]2([C@@H]([C@H]1N1N=NC(=C1)C1=CC(=C(C(=C1)F)F)F)O[C@@H](C(=O)O)C)OCCCC2)CO (R)-2-(((2R,3R,4S,5R,6S)-3-hydroxy-2-(hydroxymethyl)-4-(4-(3,4,5-trifluorophenyl)-1H-1,2,3-triazol-1-yl)-1,7-dioxaspiro[5.5]undecan-5-yl)oxy)propanoic acid